C(C)(=O)C1=CN(C2=C(C=C(C=C12)C=1C=NC=2N(C1)N=C(C2)C)C)CC(=O)N2[C@@H](C[C@H](C2)F)C(=O)NC2=NN(C=C2)CC(F)(F)F (2S,4R)-1-(2-(3-acetyl-7-methyl-5-(2-methylpyrazolo[1,5-a]pyrimidin-6-yl)-1H-indol-1-yl)acetyl)-4-fluoro-N-(1-(2,2,2-tri-fluoroethyl)-1H-pyrazol-3-yl)pyrrolidine-2-carboxamide